methyl 1-(4-bromophenyl)azetidine-3-carboxylate BrC1=CC=C(C=C1)N1CC(C1)C(=O)OC